C(C)(C)(C)OC(=O)N1[C@H]2CC(C[C@@H]1CC2)(CN2CCOCC2)O.C(C(O)C)(=O)[O-].[Cr+3].C(C(O)C)(=O)[O-].C(C(O)C)(=O)[O-] chromium (III) lactate tert-butyl-(1R,3s,5S)-3-hydroxy-3-(morpholinomethyl)-8-azabicyclo[3.2.1]octane-8-carboxylate